COC1=CC(=C(C=C1NC1=NC=NC(=C1)N1OCC[C@H]1C1=CC=CC=C1)NC(C=C)=O)N1CCOCC1 N-(4-methoxy-2-morpholino-5-((6-((S)-3-phenylisoxazolidin-2-yl)pyrimidin-4-yl)amino)phenyl)acrylamide